(3r,3'r)-1'-(6-amino-5-fluoropyrimidin-4-yl)-3-(3-chloro-5-fluorophenylamino)-1,3'-bipiperidin-2-one NC1=C(C(=NC=N1)N1C[C@@H](CCC1)N1C([C@@H](CCC1)NC1=CC(=CC(=C1)F)Cl)=O)F